BrC1=C(C=CC=C1)C1=NC(=NO1)C=1C=C2C=CN(C2=CC1)C(C)C 5-(2-bromophenyl)-3-(1-isopropyl-1H-indol-5-yl)-1,2,4-oxadiazole